[N+](=O)([O-])C1=CC=C(OC(=O)Cl)C=C1 4-nitrophenoxyformyl chloride